(3S)-5,6-dichloro-1'-[3-(hydroxymethyl)cyclopentanecarbonyl]-1H-spiro[indol-3,3'-pyrrolidin]-2-one ClC=1C=C2C(=CC1Cl)NC([C@]21CN(CC1)C(=O)C1CC(CC1)CO)=O